3-methyl-N-oleoyldopamine CC1(CC(CCNC(CCCCCCC\C=C/CCCCCCCC)=O)=CC=C1O)O